ONC(C1=CC=C(C=C1)NC(=O)NC1=CC=C(C=C1)C1=CC=NC=C1)=O N-hydroxy-4-(3-(4-(pyridin-4-yl)phenyl)ureido)benzamide